2-(2-(ethoxymethoxy)-4-(prop-1-yn-1-yl)phenyl)-4,4,5,5-tetramethyl-1,3,2-dioxaborine C(C)OCOC1=C(C=CC(=C1)C#CC)B1OCC(C(O1)(C)C)(C)C